Methyl 2-[4-[5-cyano-6-[[2-fluoro-5-(trifluoromethyl)phenyl]methoxy]-2-(trifluoromethyl)pyridine-3-carbonyl]piperazin-1-yl]acetate C(#N)C=1C=C(C(=NC1OCC1=C(C=CC(=C1)C(F)(F)F)F)C(F)(F)F)C(=O)N1CCN(CC1)CC(=O)OC